C(C)C=1N(C2=C(C=C(C(=C2C1C)N1CN(CC1)C=1C=C(C=CC1)C)C)C)C 3-(2-ethyl-1,3,5,7-tetramethyl-1H-indol-4-yl)-1-m-tolyl-4,5-dihydro-1H-imidazole